Tetrahydro-N-propylcarbazole C(CC)N1C2=CC=CC=C2C=2CCCCC12